ClC1=C(C=CC(=C1)C#N)C1=CC=CC=C1 2-chloro-[1,1'-biphenyl]-4-carbonitrile